C(C)(C)(C)N1CC=C(C=C1)NC(CC1=CC2=CC=CC=C2C=C1)=O N-tert.-Butyl-4-[[2-(2-naphthyl)acetyl]amino]pyridin